(5-(((tert-butyldimethylsilyl)oxy)methyl)-2-chloropyridin-4-yl)carbamate [Si](C)(C)(C(C)(C)C)OCC=1C(=CC(=NC1)Cl)NC([O-])=O